ClCC1=CC=C(C=C1)N1C(=NC=2C1=NC(=CC2)C2=NN(N=C2)C(C)C)C=2C(=NC=CC2)N 3-(3-(4-(Chloromethyl)phenyl)-5-(2-isopropyl-2H-1,2,3-triazol-4-yl)-3H-imidazo[4,5-b]pyridin-2-yl)pyridin-2-amine